C(C)(C)(C)OC(C(C)N1C(C2=C(CC1)SC(=C2)C2=NC(=NC=C2Cl)NC2=CC=NN2C)=O)=O 2-(2-(5-chloro-2-((1-methyl-1H-pyrazol-5-yl)amino)pyrimidin-4-yl)-4-oxo-6,7-dihydrothieno[3,2-c]pyridin-5(4H)-yl)propionic acid tert-butyl ester